BrC=1C=NC(=NC1)OC1=C2C=NC(=NC2=CC=C1)C(F)(F)Cl 5-(5-bromopyrimidin-2-yl)oxy-2-[chloro(difluoro)methyl]quinazoline